C(N)(=O)C1=CC(=NC2=C1N=CN=C2NC2CN(CC(C2)F)C(=O)OC(C)(C)C)Cl tert-butyl 3-([8-carbamoyl-6-chloropyrido[3,2-d]pyrimidin-4-yl] amino)-5-fluoropiperidine-1-carboxylate